5-methoxy-7-(3,3-dimethylallyloxy)coumarin COC1=C2C=CC(OC2=CC(=C1)OCC=C(C)C)=O